C1(=CC=CC=C1)PC(C)(C)C phenyl-tert-butylphosphine